CC1=NC2=CC=C(C=C2C=C1)CC(=O)O 2-(2-methylquinolin-6-yl)acetic acid